C(C1=CC=CC=C1)O[C@@H]1[C@H]([C@H](C#C[C@@H]2N(C(OC2)(C)C)C(=O)OC(C)(C)C)O[C@@H]([C@H]1OCC1=CC=CC=C1)COCC1=CC=CC=C1)NC(=O)OCC(Cl)(Cl)Cl 3,7-Anhydro-5,6,8-tri-O-benzyl-1-[(4S)-3-(tert-butoxycarbonyl)-2,2-dimethyl-1,3-oxazolidin-4-yl]-1,2,4-trideoxy-4-{[(2,2,2-trichloroethoxy)carbonyl]amino}-D-glycero-D-gulo-oct-1-ynitol